N-(1-methylcyclobutyl)-4-(4,4,5,5-tetramethyl-1,3,2-dioxaborolan-2-yl)benzenesulfonamide CC1(CCC1)NS(=O)(=O)C1=CC=C(C=C1)B1OC(C(O1)(C)C)(C)C